tert-Butyl 3-[[(1R)-1-(2-ethylsulfanyl-3,6-dimethyl-4-oxo-chromen-8-yl)ethyl]amino]-6-fluoro-pyridine-2-carboxylate C(C)SC=1OC2=C(C=C(C=C2C(C1C)=O)C)[C@@H](C)NC=1C(=NC(=CC1)F)C(=O)OC(C)(C)C